[N+](=O)([O-])C1=C(N)C=CC(=C1)OCC#C 2-Nitro-4-(prop-2-yn-1-yloxy)aniline